4-(4-((1R,5S)-3,8-diazabicyclo[3.2.1]octan-3-yl)-8-fluoro-2-(((2R,4R)-4-fluoro-1,2-dimethylpyrrolidin-2-yl)methoxy)pyrido[4,3-d]pyrimidin-7-yl)-5-ethynyl-6-fluoronaphthalen-2-ol [C@H]12CN(C[C@H](CC1)N2)C=2C1=C(N=C(N2)OC[C@@]2(N(C[C@@H](C2)F)C)C)C(=C(N=C1)C1=CC(=CC2=CC=C(C(=C12)C#C)F)O)F